1-(4-Amino-6,7-dimethyl-1,3-dihydro-2H-pyrrolo[3,4-c]pyridin-2-yl)-2-[trans-2-(6-fluoropyridin-3-yl)cyclopropyl]ethanone NC1=NC(=C(C2=C1CN(C2)C(C[C@H]2[C@@H](C2)C=2C=NC(=CC2)F)=O)C)C